Cl.Cl.COCCNC1=NC=C(C=C1C(C)OC=1C=2N(C=C(C1)C=1N=NN(C1C)C1CCNCC1)N=CC2C#N)C(F)(F)F 4-[1-[2-(2-Methoxyethylamino)-5-(trifluoromethyl)-3-pyridyl]ethoxy]-6-[5-methyl-1-(4-piperidyl)triazol-4-yl]pyrazolo[1,5-a]pyridine-3-carbonitrile 2HCl